CN(C1=CC=C(OC=2N=C(C3=C(N2)C=NC=C3)O)C=C1)C1=CC=CC=C1 2-[4-(methyl-phenyl-amino)-phenoxy]-pyrido[3,4-d]pyrimidin-4-ol